C(CCC)N(P1[C@H](CC[C@@H](C1)C1=CC=CC=C1)C1=CC=CC=C1)P(C1=COC=C1)C1=COC=C1 (2R,5R)-N-butyl-N-(di(furan-3-yl)phosphino)-2,5-diphenylphosphinan-1-amine